CC=1C2=C(C(=NC1)C1CC(C1)O)N=CS2 3-(7-methylthiazolo[4,5-c]pyridin-4-yl)cyclobutanol